C(C)(C)(C)OC(CC(=O)N(CC1=CC=C(C=C1)OC)C1=CC=C(C=C1)C1=NC(=CN=C1)OCC)=O 3-((4-(6-ethoxypyrazin-2-yl)phenyl)(4-methoxybenzyl)amino)-3-oxopropanoic acid tert-butyl ester